(3R,4S)-3-cyclopropyl-1-[6-(5-fluoropyridin-3-yl)pyrrolo[1,2-b]pyridazin-4-yl]-4-methyl-2-oxopyrrolidine-3-carbonitrile C1(CC1)[C@]1(C(N(C[C@H]1C)C=1C=2N(N=CC1)C=C(C2)C=2C=NC=C(C2)F)=O)C#N